(5-(4-(3-aminoprop-1-yn-1-yl)phenyl)furan-2-yl)(piperazin-1-yl)methanone NCC#CC1=CC=C(C=C1)C1=CC=C(O1)C(=O)N1CCNCC1